5-(3-isopropyl-2-methyl-3H-imidazo[4,5-b]pyridin-5-yl)-N-(tetrahydro-2H-pyran-4-yl)-7H-pyrrolo[2,3-d]pyrimidin-2-amine C(C)(C)N1C(=NC=2C1=NC(=CC2)C2=CNC=1N=C(N=CC12)NC1CCOCC1)C